FC(C=O)(C(F)F)F 2,2,3,3-Tetrafluoro-propan-1-one